C(CCCCCCC)OC1=CC=C(C=C1)O 4-(octyloxy)phenol